3,5-dimethyl-3-hexen-1-yne CC(C#C)=CC(C)C